FC(C=1C(=CN(C(C1)=O)C)C(=O)NC1=C(C=C(C(=C1)C=1C=NC(=NC1)N1CCOCC1)F)N1C[C@@H](N(CC1)C)C)F (S)-4-(difluoromethyl)-N-(2-(3,4-dimethylpiperazin-1-yl)-4-fluoro-5-(2-morpholinopyrimidin-5-yl)phenyl)-1-methyl-6-oxo-1,6-dihydropyridine-3-carboxamide